(S)-3-((4-(7-amino-1H-indol-3-yl)-5-(trifluoromethyl)pyrimidin-2-yl)amino)piperidine NC=1C=CC=C2C(=CNC12)C1=NC(=NC=C1C(F)(F)F)N[C@@H]1CNCCC1